3-chloro-4-hydroxy-2(1H)-pyridone ClC=1C(NC=CC1O)=O